COC([C@H](CC(=O)N1CC2=CC(=C(C=C2C1)O)OC)C)=O (2S)-4-(5-hydroxy-6-methoxy-isoindolin-2-yl)-2-methyl-4-oxobutanoic acid methyl ester